FC=1C=C(CN(CCN2C=CC3=CC=C(C=C23)CC(C(=O)O)C2CNCC2)CCN2C=CC3=CC=C(C=C23)CC(C(=O)O)C2CNCC2)C=C(C1)OC 3,3'-((((3-fluoro-5-methoxybenzyl)azanediyl)bis(ethane-2,1-diyl))bis(1H-indole-1,6-diyl))bis(2-(pyrrolidin-3-yl)propanoic acid)